3-amino-7-cyano-N,N-bis(4-methoxybenzyl)naphthalene-1-sulfonamide NC=1C=C(C2=CC(=CC=C2C1)C#N)S(=O)(=O)N(CC1=CC=C(C=C1)OC)CC1=CC=C(C=C1)OC